(1R,3S)-3-[5-(2-{2-[2-(1,3-dioxolan-2-yl)-3-[(4-methoxyphenyl)methoxy] phenyl]-1,3-thiazol-5-yl}acetamido)-2H-pyrazol-3-yl]cyclopentyl N-isopropylcarbamate C(C)(C)NC(O[C@H]1C[C@H](CC1)C=1NN=C(C1)NC(CC1=CN=C(S1)C1=C(C(=CC=C1)OCC1=CC=C(C=C1)OC)C1OCCO1)=O)=O